5-cholen-3-ol CCC[C@@H](C)[C@H]1CC[C@H]2[C@@H]3CC=C4CC(CC[C@]4(C)[C@H]3CC[C@]12C)O